N-[(3-azidopyridin-2-yl)methyl]-2-(2-{[2-(1H-1,3-benzodiazol-2-yl)ethyl]amino}ethyl)-[1,3]thiazolo[5,4-d]pyrimidin-7-amine N(=[N+]=[N-])C=1C(=NC=CC1)CNC=1C2=C(N=CN1)SC(=N2)CCNCCC2=NC1=C(N2)C=CC=C1